(7-Chloro-4-fluoro-1H-benzo[d]imidazol-2-yl)(6-methyl-3-(trifluoromethyl)-5,6-dihydroimidazo[1,5-a]pyrazin-7(8H)-yl)methanone ClC1=CC=C(C2=C1NC(=N2)C(=O)N2CC=1N(CC2C)C(=NC1)C(F)(F)F)F